sodium tripotassium citrate C(CC(O)(C(=O)[O-])CC(=O)[O-])(=O)[O-].[K+].[K+].[K+].[Na+]